(R)-2-(2-(1-(2-azaspiro[3.4]oct-6-yl)piperidin-4-yl)phenyl)oxazole C1NCC12C[C@@H](CC2)N2CCC(CC2)C2=C(C=CC=C2)C=2OC=CN2